2,4-Dibromo-3-(ethylthio)-6-methylphenazin-1-ol BrC1=C(C2=NC3=CC=CC(=C3N=C2C(=C1SCC)Br)C)O